molybdenum xanthine N1C(=O)NC=2N=CNC2C1=O.[Mo]